4-cyano-2,6-dibromopyridine C(#N)C1=CC(=NC(=C1)Br)Br